1,3-dihydro-spiro[indene-2,4'-piperidin]-1-amine N1CCC2(CC1)C(C1=CC=CC=C1C2)N